Barium oxalat C(C(=O)[O-])(=O)[O-].[Ba+2]